1-(2-chlorophenyl)-4-(cyclopropyl-amino)-7-(1,1-difluoroethyl)quinazolin-2(1H)-one ClC1=C(C=CC=C1)N1C(N=C(C2=CC=C(C=C12)C(C)(F)F)NC1CC1)=O